(R)-8-fluoro-1,2,3,4-tetrahydronaphthalen-2-ol FC=1C=CC=C2CC[C@H](CC12)O